N[C@H](C(=O)O)CC=1C=C2C=NC=NC2=CC1 (S)-2-amino-3-(quinazolin-6-yl)propanoic acid